CS(=O)(=O)C=1C=C(C=CC1)N1N=C2C=C(C=CC2=C1)N 2-[3-(methanesulfonyl)phenyl]-2H-indazol-6-amine